((R)-1-((S)-3-((6-(5-trifluoromethyl-6-methoxy-3-pyridinyl)-4-quinazolinyl)amino)-1-pyrrolidinyl)-3-(methylseleno)-1-oxo-2-propanyl)carbamic acid tert-butyl ester C(C)(C)(C)OC(N[C@H](C(=O)N1C[C@H](CC1)NC1=NC=NC2=CC=C(C=C12)C=1C=NC(=C(C1)C(F)(F)F)OC)C[Se]C)=O